N-(1-(3-(benzyloxy)-4-(2-methyl-1,3-dioxolan-2-yl)phenyl)-3-methylbutan-2-yl)formamide C(C1=CC=CC=C1)OC=1C=C(C=CC1C1(OCCO1)C)CC(C(C)C)NC=O